FC1=CC=C(C=C1)[C@@H]([C@H](C(C)C)O)O 1-(4-fluorophenyl)-3-methyl-(S,S)-1,2-butanediol